C1(=CC=C(C=C1)CO[C@@H]1[C@H](NC[C@H]1C(N)=O)C(=O)O)C1=CC=CC=C1 (2S,3S,4R)-3-([1,1'-biphenyl]-4-ylmethoxy)-4-carbamoylpyrrolidine-2-carboxylic acid